7-(2-amino-7-fluorobenzo[d]thiazole-4-yl)-6-chloro-2-((diphenylmethylene)amino)-8-fluoro-4-(piperazin-1-yl)quinoline-3-carbonitrile NC=1SC2=C(N1)C(=CC=C2F)C2=C(C=C1C(=C(C(=NC1=C2F)N=C(C2=CC=CC=C2)C2=CC=CC=C2)C#N)N2CCNCC2)Cl